3-(5-((6-aminohexyl)amino)-2-methyl-4-oxoquinazolin-3(4H)-yl)piperidine-2,6-dione trifluoroacetate FC(C(=O)O)(F)F.NCCCCCCNC1=C2C(N(C(=NC2=CC=C1)C)C1C(NC(CC1)=O)=O)=O